(R)-4-(3-(8-aminopyrimidino[5,4-d]pyrimidin-2-yl)phenyl)-2-(thiazol-2-yl)but-3-yn-2-ol NC1=NC=NC2=C1N=C(N=C2)C=2C=C(C=CC2)C#C[C@@](C)(O)C=2SC=CN2